triheptyl-(2-methoxyethoxy)silane C(CCCCCC)[Si](OCCOC)(CCCCCCC)CCCCCCC